N-(5-((5-Chloro-4-(((3R,3aR,6R,6aR)-6-hydroxyhexahydrofuro[3,2-b]furan-3-yl)oxy)pyrimidine-2-yl)amino)-2-(4-(4-methylpiperazin-1-yl)piperidin-1-yl)phenyl)methacrylamide ClC=1C(=NC(=NC1)NC=1C=CC(=C(C1)NC(C(=C)C)=O)N1CCC(CC1)N1CCN(CC1)C)O[C@H]1[C@@H]2[C@H](OC1)[C@@H](CO2)O